(S)-N-(cyclopropylmethyl)-1-(4-((1-(3,4,5-trimethoxyphenyl)-1H-imidazol-4-yl)amino)furo[3,2-D]pyrimidin-2-yl)pyrrolidine-2-carboxamide C1(CC1)CNC(=O)[C@H]1N(CCC1)C=1N=C(C2=C(N1)C=CO2)NC=2N=CN(C2)C2=CC(=C(C(=C2)OC)OC)OC